NC1(CCC1)C(=O)N[C@H](C(NC=1SC2=C(N1)C=CC(=C2)OC(F)(F)F)=O)CC2=CC=CC=C2 (S)-1-amino-N-(1-oxo-3-phenyl-1-((6-(trifluoromethoxy)benzo[d]thiazol-2-yl)amino)propan-2-yl)cyclobutane-1-carboxamide